BrC=1C=C(C=C)C=CC1 (Z)-3-bromo-styrene